N-(4-bromophenyl)-N-phenylnaphthalene-1-amine BrC1=CC=C(C=C1)N(C1=CC=CC2=CC=CC=C12)C1=CC=CC=C1